FC(C1(CC1)COC1=NN(C=C1)C(=O)OC(C)(C)C)(F)F Tert-Butyl 3-[[1-(trifluoromethyl)cyclopropyl]methoxy]pyrazole-1-carboxylate